COC(=O)C1=C(NC(=C(C1C=1C2=C(SC1)C(=CC=C2)C#N)C(=O)OC)C2CC2)N 2-amino-4-(7-cyanobenzo[b]thiophen-3-yl)-6-cyclopropyl-1,4-dihydropyridine-3,5-dicarboxylic acid dimethyl ester